N,N-dimethylpiperidinium iodide [I-].C[N+]1(CCCCC1)C